N[C@H](CC1=C(C=2N=C(N=C(C2S1)NCC1=NOC=C1)Cl)C)C 6-[(2S)-2-aminopropyl]-2-chloro-7-methyl-N-[(1,2-oxazol-3-yl)methyl]thieno[3,2-d]pyrimidin-4-amine